ClC1=C(C=CC=C1)NC1=NC=C(C=N1)C1=CC2=C(NC(N2)=O)C=C1 5-(2-((2-Chlorophenyl)amino)pyrimidin-5-yl)-1H-benzo[d]imidazol-2(3H)-one